methyl 5-fluoro-4-(2-(2-fluoro-4-(methoxycarbonyl)-5-(tetrazolo[1,5-b]pyridazine-6-carboxamido)phenoxy) ethyl)-2-nitrobenzoate FC=1C(=CC(=C(C(=O)OC)C1)[N+](=O)[O-])CCOC1=C(C=C(C(=C1)NC(=O)C=1C=CC=2N(N1)N=NN2)C(=O)OC)F